C(C)OC(=O)C=1C(N(N=C(C1)C1=CC=C(C=C1)C(F)(F)F)C=1C=NSC1)=O 3-oxo-2-(1,2-thiazol-4-yl)-6-[4-(trifluoromethyl)phenyl]-2,3-dihydropyridazine-4-carboxylic acid ethyl ester